lithium oxathiainine salt O1SC=CC=C1.[Li]